4-(4-(4-chloro-1-methyl-1H-imidazol-2-yl)benzyl)-2-(4-cyclopropyl-6-methoxypyrimidin-5-yl)oxazolo[5,4-c]pyridine ClC=1N=C(N(C1)C)C1=CC=C(CC2=NC=CC3=C2OC(=N3)C=3C(=NC=NC3OC)C3CC3)C=C1